C(=O)(OC(C)(C)C)N[C@@H](CC(C)C)C(=O)Cl Boc-leucyl chloride